CC1=CC=NC=C1C1=NN(CN1)OCCC=1N=NN(N1)C1=CC(=CC=C1)C 4-Methyl-5-[(1R)-1-(2-(3-methylphenyl-2H-tetrazol-5-yl)-ethoxy)-4H-[1,2,4]triazol-3-yl]-pyridine